C(\C=C/C(=O)[O-])(=O)[O-].[Zn+2] zinc(II) maleate